D-galactopyranosyl-L-ascorbic acid C1([C@H](O)[C@@H](O)[C@@H](O)[C@H](O1)CO)[C@]1(C(=C(C(=O)O1)O)O)[C@@H](O)CO